3,3-dimethyl-4-propan-2-yloxy-butan-2-one CC(C(C)=O)(COC(C)C)C